BrC1=CC=2C(C3=CC(=CC=C3C2C=C1)Br)(CCC(=O)OC)CCC(=O)OC Dimethyl 3,3'-(2,7-dibromo-9H-fluorene-9,9-diyl)dipropanoate